(8'-(((1S,4S,5R)-2-azabicyclo[2.2.1]heptan-5-yl)amino)-3'-bromo-6',7'-dihydrospiro[cyclopentane-1,5'-cyclopenta[d]pyrazolo[1,5-a]pyrimidin]-6'-yl)methanol [C@@H]12NC[C@@H]([C@@H](C1)NC1=C3C(=NC=4N1N=CC4Br)C4(C(C3)CO)CCCC4)C2